2-methyl-1,3-diphenyl-1,3-propanediol bis(diphenylphosphonite) C1(=CC=CC=C1)P(O)(O)C1=CC=CC=C1.C1(=CC=CC=C1)P(O)(O)C1=CC=CC=C1.CC(C(O)C1=CC=CC=C1)C(O)C1=CC=CC=C1